C(C)SC1=C(C(=NC(=C1)N1CCOCC1)C)C(=O)NCC1=CC(=CC=C1)F 4-Ethylsulfanyl-N-[(3-fluorophenyl)-methyl]-2-methyl-6-morpholin-4-yl-pyridine-3-carboxylic acid amide